4-[3-chloro-6-fluoro-2-[(2-methylthiazol-4-yl)methoxy]phenyl]-5-hydroxy-2,6-dimethyl-pyridazin-3-one ClC=1C(=C(C(=CC1)F)C=1C(N(N=C(C1O)C)C)=O)OCC=1N=C(SC1)C